(S)-N-(5-((R or S)-1-amino-2,2,2-trifluoroethyl)-2-methoxyphenyl)-3-(3-fluoro-4-methylphenyl)-3-(1,2,4-thiadiazol-5-yl)pyrrolidine-1-carboxamide N[C@@H](C(F)(F)F)C=1C=CC(=C(C1)NC(=O)N1C[C@@](CC1)(C1=NC=NS1)C1=CC(=C(C=C1)C)F)OC |o1:1|